N-(Phenylcarbonyl)-L-phenylalanine C1(=CC=CC=C1)C(=O)N[C@@H](CC1=CC=CC=C1)C(=O)O